C(C)C=1C=CC=C2C=CC=C(C12)N1CC=2N=C(N=C(C2CC1)C=1CCOCCC1)OCC12CCCN2CCC1 7-(8-ethylnaphthalen-1-yl)-2-((tetrahydro-1H-pyrrolizin-7a(5H)-yl)methoxy)-4-(2,3,6,7-tetrahydrooxepin-4-yl)-5,6,7,8-tetrahydropyrido[3,4-d]pyrimidine